NC1=NC=NN2C1=C(C=C2C2CCN(CC2)C(=O)[O-])C2=CC=C(C=C2)NC(=O)C2=C1N(N(C2=O)C2=CC=CC=C2)CCC1 4-(4-amino-5-(4-(2-oxo-1-phenyl-2,4,5,6-tetrahydro-1H-pyrrolo[1,2-b]pyrazole-3-carboxamido)phenyl)pyrrolo[2,1-f][1,2,4]triazin-7-yl)piperidine-1-carboxylate